ClC=1C(=CC(=C(C1)C1=CC=C2C(=CN=NC2=C1)NCC1=C(C=C(C=C1)OC)OC)C1=NN(C=C1)C1OCCN1)OC 7-{5-chloro-4-methoxy-2-[1-(oxazolidin-2-yl)-1H-pyrazol-3-yl]phenyl}-N-[(2,4-dimethoxyphenyl)methyl]cinnolin-4-amine